ClC=1C=C(C=CC1N1C(N(C=C1)C)=O)C1=C(C(=CC(=C1)F)C1=CC(=NC=C1)N1CC2CCC(C1)N2C)O 1-(3-chloro-5'-fluoro-2'-hydroxy-3'-(2-(8-methyl-3,8-diazabicyclo[3.2.1]octan-3-yl)pyridin-4-yl)-[1,1'-biphenyl]-4-yl)-3-methyl-1H-imidazol-2(3H)-one